6-(Difluoromethyl)imidazo[1,2-b]pyridazine FC(C=1C=CC=2N(N1)C=CN2)F